ClC1=CC(=C2C(C(=CN(C2=N1)C1=NC(=NS1)C1=NC=CC=C1)C(=O)OCC)=O)C ethyl 7-chloro-5-methyl-4-oxo-1-[3-(pyridin-2-yl)-1,2,4-thiadiazol-5-yl]-1,4-dihydro-1,8-naphthyridine-3-carboxylate